N,N'-Di-Boc-1H-pyrazole-1-carboxamidine C(=O)(OC(C)(C)C)NC(=NC(=O)OC(C)(C)C)N1N=CC=C1